rel-N-[(3S,4R)-4-({[(1s,4S)-4-ethylcyclohexyl]oxy}methyl)-6-oxo-7-(propan-2-yl)-1,3,4,6-tetrahydro-2H-quinolizin-3-yl]ethanesulfonamide C(C)C1CCC(CC1)OC[C@H]1[C@H](CCC2=CC=C(C(N12)=O)C(C)C)NS(=O)(=O)CC |o1:10,11|